4-Bromo-3-(cyanomethyl)benzoic acid BrC1=C(C=C(C(=O)O)C=C1)CC#N